F[C@@H]1[C@@]2(C1)CN(C(C1=CC=C(C(=C12)F)N=C(C1=CC=CC=C1)C1=CC=CC=C1)=O)CC(=O)OC methyl 2-[(2's,4r)-2',5-difluoro-6-((diphenylmethylene)amino)-1-oxo-spiro[3H-isoquinoline-4,1'-cyclopropane]-2-yl]acetate